C1(CC1)N1N=CC(=C1)[C@@H]1OCC[C@@H](C1)C1=CC(=C2C=C(C(=NC2=N1)C)C)C1=C(C=C(C=C1)C(F)(F)F)F 7-((2R,4S)-2-(1-cyclopropyl-1H-pyrazol-4-yl)tetrahydro-2H-pyran-4-yl)-5-(2-fluoro-4-(trifluoromethyl)phenyl)-2,3-dimethyl-1,8-naphthyridine